ClC=1C=2N(C=CC1)N=C(C2)[C@@H]2N(CCC1=C2N=CN1)C(=O)C=1OC(=NN1)C1=NC=CC=C1F (R)-(4-(4-chloropyrazolo[1,5-a]pyridin-2-yl)-6,7-dihydro-1H-imidazo[4,5-c]pyridin-5(4H)-yl)(5-(3-fluoropyridin-2-yl)-1,3,4-oxadiazol-2-yl)methanone